FC=1C=CC2=C(CC(CC=3N2C(=NN3)[C@@H]3CC[C@H](CC3)OC3=NC=CC=C3)NC(C)C)C1 8-Fluoro-N-(propan-2-yl)-1-[trans-4-(pyridin-2-yloxy)cyclohexyl]-5,6-dihydro-4H-[1,2,4]triazolo[4,3-a][1]benzazepin-5-amin